(3Z)-6-(butoxymethoxy)-3-hexenylmagnesium chloride C(CCC)OCOCC\C=C/CC[Mg]Cl